C1(=CC=CC2=CC=CC=C12)C(=O)[O-].C(C(C)C)[Sn+](CC(C)C)CC(C)C triisobutyltin naphthate